[Cl-].[Cl-].C1(=CC=C(C=C1)C(=[Zr+2](C1=CC(=CC=2C3=CC(=CC=C3CC12)C(C)(C)C)C(C)(C)C)C1C=CC=C1)C1=CC(=CC=C1)C(F)(F)F)C (p-tolyl)(m-trifluoromethyl-phenyl)methylene(cyclopentadienyl)(3,6-di-tert-butylfluorenyl)zirconium dichloride